9-methyl-9-fluorenol CC1(C2=CC=CC=C2C=2C=CC=CC12)O